O1COC2=C1C=CC(=C2)CCNC(CCC(=O)O)=O 4-((2-(benzo[d][1,3]dioxolan-5-yl)ethyl)amino)-4-oxobutanoic acid